3,3-bis(fluorenyl)cyclobutanamine C1(=CC=CC=2C3=CC=CC=C3CC12)C1(CC(C1)N)C1=CC=CC=2C3=CC=CC=C3CC12